methyl 2-(2-ethoxy-2-oxoethyl)-5,6-dimethoxypyridine-3-carboxylate C(C)OC(CC1=NC(=C(C=C1C(=O)OC)OC)OC)=O